2-Ethylhexanoic acid tin(2+) salt [Sn+2].C(C)C(C(=O)[O-])CCCC.C(C)C(C(=O)[O-])CCCC